FC1=C(C=C(C=C1)O)C(=O)N1CC2(C1)CC(C2)N2N=CC(=C2C2=NC=CC=C2)C(F)(F)F (2-fluoro-5-hydroxyphenyl){6-[5-(2-pyridyl)-4-(trifluoromethyl)-1-pyrazolyl]-2-aza-2-spiro[3.3]heptyl}methanone